C(C)OC1=C(C=C(C=C1)C=CC)O 2-ethoxy-5-(1-propenyl)phenol